C(#N)C1=CC(=C(C=C1)[C@@H]1C(=C(NC2=C(C=NC(=C12)OCC)C)C)C(=O)O)OC |r| racemic-(4S,4R)-4-(4-cyano-2-methoxyphenyl)-5-ethoxy-2,8-dimethyl-1,4-dihydro-1,6-naphthyridine-3-carboxylic acid